p-fluorophenylacetylene FC1=CC=C(C=C1)C#C